4-oxo-1,4-dihydroquinoline-2-carboxylic acid methyl ester COC(=O)C=1NC2=CC=CC=C2C(C1)=O